OC1=C(C=CC=C1)C=1C=C2C=C(NC2=NN1)C1CN(C1)C(C=C)=O 1-{3-[5-(o-hydroxyphenyl)-1H-1,6,7-triazainden-2-yl]-1-azetidinyl}-2-propen-1-one